COC1=NC=CC2=C1N=C(N2)C 4-methoxy-2-methyl-1H-imidazo[4,5-c]pyridine